(2R,3R)-2-(2,4-difluorophenyl)-3-amino-1-(1H-1,2,4-triazole-1-yl)-butane-2-ol FC1=C(C=CC(=C1)F)[C@@](CN1N=CN=C1)([C@@H](C)N)O